methyl 2-methyl-7-morpholino-8-(naphthalen-1-ylmethyl)-6-oxo-9-(3-(trifluoromethyl)phenyl)-3,4-dihydro-2H,6H-pyrido[1,2-e][1,2,5]thiadiazine-4-carboxylate 1,1-dioxide CN1S(C=2N(C(C1)C(=O)OC)C(C(=C(C2C2=CC(=CC=C2)C(F)(F)F)CC2=CC=CC1=CC=CC=C21)N2CCOCC2)=O)(=O)=O